[Si](C)(C)(C(C)(C)C)O[C@H](CCN1N(C(SCC1)=O)CCC1=CC=C(S1)C(=O)OC)CC1=CC(=CC=C1)C#C[Si](C)(C)C (S)-Methyl 5-(2-(4-(3-((tert-butyldimethylsilyl)oxy)-4-(3-((trimethylsilyl)ethynyl)phenyl)butyl)-2-oxo-1,3,4-thiadiazinan-3-yl)ethyl)thiophene-2-carboxylate